1H-1,2,4-triazolemethanesulfonic acid, sodium salt [Na+].N1N=C(N=C1)CS(=O)(=O)[O-]